N-[(2R)-7-chloro-2-(hydroxymethyl)-2-methyl-6-morpholino-3H-benzofuran-5-yl]pyrazolo[1,5-a]pyrimidine-3-carboxamide ClC1=C(C(=CC=2C[C@](OC21)(C)CO)NC(=O)C=2C=NN1C2N=CC=C1)N1CCOCC1